C(C1CO1)NC1=CC=C(C=C1)N (2,3-epoxypropyl)-1,4-phenylenediamine